2-Chloro-N-(5-methyl-2-(5-(4,4,5,5-tetramethyl-1,3,2-dioxaborolan-2-yl)pyridin-2-yl)octahydrocyclopenta[c]pyrrol-5-yl)benzamide ClC1=C(C(=O)NC2(CC3C(CN(C3)C3=NC=C(C=C3)B3OC(C(O3)(C)C)(C)C)C2)C)C=CC=C1